3-(5,7-Difluoro-6-(3-methylbut-1-yn-1-yl)-4-oxo-1,4-dihydroquinolin-2-yl)-4-(methylsulfonyl)benzonitrile FC1=C2C(C=C(NC2=CC(=C1C#CC(C)C)F)C=1C=C(C#N)C=CC1S(=O)(=O)C)=O